5-{3-[(S)-(1,3-Dimethyl-azetidin-3-yl)-hydroxy-(4-trifluoromethoxy-phenyl)-methyl]-phenyl}-[1,2,4]oxadiazole-3-carboxylic acid phenylamide C1(=CC=CC=C1)NC(=O)C1=NOC(=N1)C1=CC(=CC=C1)[C@](C1=CC=C(C=C1)OC(F)(F)F)(O)C1(CN(C1)C)C